3-bromo-5-(3,4-dimethoxyphenyl)pyridin-2-amine BrC=1C(=NC=C(C1)C1=CC(=C(C=C1)OC)OC)N